OC1=C(C=C(C=C1)C1(CCCCCCCCCCC1)C1=CC(=C(C=C1)O)C(C)(C)C)C(C)(C)C 1,1-bis(4-hydroxy-3-tert-butylphenyl)cyclododecane